(R or S)-3-((3-(2-ethoxy-1,1,1,3,3,3-hexafluoropropan-2-yl)-3-(4-fluorophenethyl)-pyrrolidin-1-yl)methyl)pyridine C(C)OC(C(F)(F)F)(C(F)(F)F)[C@]1(CN(CC1)CC=1C=NC=CC1)CCC1=CC=C(C=C1)F |o1:12|